amino(nonylamine) NNCCCCCCCCC